C(CCC)S(=O)C=1N=C2C(=NC1)N(C=C2)C2=CC(=CC=C2)C2=NN=CN2C2OCCCC2 2-butylsulfinyl-5-[3-(4-tetrahydropyran-2-yl-1,2,4-triazol-3-yl)phenyl]pyrrolo[2,3-b]pyrazine